C1(CC1)N1N=CC(=C1OCCN(CC(F)(F)F)CCNC1=C(C=CC=C1)[N+](=O)[O-])C1=NC(=CC(=C1)C(=O)OC)C methyl 2-{1-cyclopropyl-5-[2-({2-[(2-nitrophenyl) amino] ethyl} (2,2,2-trifluoroethyl) amino) ethoxy] pyrazol-4-yl}-6-methylpyridine-4-carboxylate